3-([1,2,4]triazolo[4,3-a]pyridin-6-yl)-5-chlorothieno[3,2-b]pyridine N=1N=CN2C1C=CC(=C2)C2=CSC=1C2=NC(=CC1)Cl